S1C=NC2=C1C=CC(=C2)CNCC2=C(C=CC=C2)F 1-(Benzo[d]thiazol-5-yl)-N-(2-fluorobenzyl)methylamine